C(CCCCCCC)O.[N] nitrogen n-Octanol